FC(N1N=C(C=C1)[C@@H]1[C@H](C1)C=1C=2N(N=C(C1)C=1C(NC(NC1)=O)=O)C=CN2)F 5-(8-((1S,2S)-2-(1-(difluoromethyl)-1H-pyrazol-3-yl)cyclopropyl)imidazo[1,2-b]pyridazin-6-yl)pyrimidine-2,4(1H,3H)-dione